C(C)OC(/C=C/C1(CCN(CC1)C(=O)OC(C)(C)C)C)=O tert-butyl 4-[(E)-3-ethoxy-3-oxo-prop-1-enyl]-4-methyl-piperidine-1-carboxylate